FC1=C(C=CC(=C1)N1C(CCC1)=O)C=1C=CC(=NC1)NC1=CC2=C(OC[C@H]3N2C(CC3)=O)N=C1 (S)-2-((5-(2-fluoro-4-(2-oxopyrrolidin-1-yl)phenyl)pyridin-2-yl)amino)-6,6a,7,8-tetrahydro-9H-pyrido[2,3-b]pyrrolo[1,2-d][1,4]oxazin-9-one